1-[1-[5-(difluoromethyl)-1,3,4-thiadiazol-2-yl]-4-(2-methoxypyrimidin-4-yl)indazole-6-sulfonamido]cyclopropane-1-carboxamide FC(C1=NN=C(S1)N1N=CC2=C(C=C(C=C12)S(=O)(=O)NC1(CC1)C(=O)N)C1=NC(=NC=C1)OC)F